7-bromo-8-((cis-4-((tert-butyldimethylsilyl)oxy)cyclohexyl)oxy)-N-(3-((methylsulfonyl)methyl)phenyl)quinazolin-2-amine BrC1=CC=C2C=NC(=NC2=C1O[C@@H]1CC[C@@H](CC1)O[Si](C)(C)C(C)(C)C)NC1=CC(=CC=C1)CS(=O)(=O)C